C(C)(=O)OC(C)(C)C(NC1=NC(=CC(=C1)I)N1CCOCC1)=O 1-[[4-iodo-6-(morpholin-4-yl)pyridin-2-yl]carbamoyl]-1-methylethyl acetate